ClC(CC1=C(C=O)C(=CC(=C1)C1CN(C1)C1=C(C=CC=C1Cl)Cl)C)C 2-chloropropyl-4-(1-(2,6-dichlorophenyl)azetidin-3-yl)-6-methylbenzaldehyde